tert-Butyl (1-(2-(cyclopropanesulfonamido)thiazol-4-yl)-2-oxo-2-((5-(6-(trifluoromethyl)pyrazin-2-yl)pyridin-2-yl)amino)ethyl)carbamate C1(CC1)S(=O)(=O)NC=1SC=C(N1)C(C(NC1=NC=C(C=C1)C1=NC(=CN=C1)C(F)(F)F)=O)NC(OC(C)(C)C)=O